OC=1C=C2C=CC(=CC2=CC1O)S(=O)(=O)[O-].[Na+] sodium 6,7-dihydroxynaphthalene-2-sulfonate